O[C@@H]1C[C@H](N(C1)C([C@H](C(C)C)N1N=NC(=C1)C1(CC1)C)=O)C(=O)NC (2S,4R)-4-hydroxy-N-methyl-1-((S)-3-methyl-2-(4-(1-methylcyclopropyl)-1H-1,2,3-triazol-1-yl)butanoyl)pyrrolidine-2-carboxamide